2-(4-(benzo[d]oxazol-2-yl)-5-hydroxy-1-methyl-6-oxo-1,6-dihydropyrimidin-2-yl)-N,N-dimethyl-1-(pyridin-4-yl)-1,2,3,4-tetrahydroisoquinoline-7-carboxamide O1C(=NC2=C1C=CC=C2)C=2N=C(N(C(C2O)=O)C)N2C(C1=CC(=CC=C1CC2)C(=O)N(C)C)C2=CC=NC=C2